acetic acid (E)-7-dodecenyl ester C(CCCCC\C=C\CCCC)OC(C)=O